n-dodecen-1-ol C(=CCCCCCCCCCC)O